3-(2,6-bis(benzyloxy)pyridin-3-yl)phenol C(C1=CC=CC=C1)OC1=NC(=CC=C1C=1C=C(C=CC1)O)OCC1=CC=CC=C1